Cl.CN1CCN(CC1)C(=O)C1=CC=C(COC2=C3CN(C(C3=CC=C2)=O)C2C(NC(CC2)=O)=O)C=C1 3-(4-((4-(4-methylpiperazine-1-carbonyl)benzyl)oxy)-1-oxoisoindolin-2-yl)piperidine-2,6-dione Hydrochloride